Octaarginine C(C[C@H](CC(=O)[C@H](CCCN=C(N)N)NC(=O)[C@H](CCCN=C(N)N)NC(=O)[C@H](CCCN=C(N)N)N)C(=O)N[C@@H](CCCN=C(N)N)C(=O)N[C@@H](CCCN=C(N)N)C(=O)N[C@@H](CCCN=C(N)N)C(=O)N[C@@H](CCCN=C(N)N)C(=O)O)CN=C(N)N